aminohydroxy alcohol NOO